1,7-bis[4-hydroxy-3-methoxy-phenyl]-1,6-heptadiene-3,5-dione OC1=C(C=C(C=C1)C=CC(CC(C=CC1=CC(=C(C=C1)O)OC)=O)=O)OC